Cl.NC(C(=O)N1CCN(CC1)C(=O)NC1=NC(N(C=C1)C1=CC=C(C=C1)CN1C[C@H](CC1)C(C)N)=O)(C)C 4-(2-Amino-2-methylpropanoyl)-N-(1-(4-(((3S)-3-(1-aminoethyl)pyrrolidin-1-yl)methyl)phenyl)-2-oxo-1,2-dihydropyrimidin-4-yl)piperazine-1-carboxamide hydrochloride salt